C(C)(C)(C)O[Bi](OC(C)(C)C)OC(C)(C)C Tri-tert-butoxybismuth(III)